C(#N)C=1C=NC2=CC=CC=C2C1 3-cyano-quinolin